4-nitro-1-(2-((tetrahydro-2H-pyran-2-yl)oxy)ethyl)-1H-pyrazole [N+](=O)([O-])C=1C=NN(C1)CCOC1OCCCC1